NC1=NNC2=CC=C(C=C12)C1=CC(=NC=C1)NC(=O)NC1=CC(=CC=C1)OCC1=CC=CC=C1 (4-(3-amino-1H-indazol-5-yl)pyridine-2-yl)-3-(3-(benzyloxy)phenyl)urea